C(C)(C)N1N=NC=2C=CC=3C=NC(=NC3C21)NC2CCC(CC2)NC(OC(C)(C)C)=O Tert-butyl ((1R,4R)-4-((1-isopropyl-1H-[1,2,3]triazolo[4,5-h]quinazolin-8-yl)amino)cyclohexyl)carbamate